FC(C1=CC(=NC(=C1)C(F)(F)F)NCC(=O)N(C)C1=CC=C(C=C1)F)(F)F 2-((4,6-bis(trifluoromethyl)pyridin-2-yl)amino)-N-(4-fluorophenyl)-N-methylacetamide